4-(4-ethynylcyclohexoxy)piperidine hydrochloride Cl.C(#C)C1CCC(CC1)OC1CCNCC1